rel-2-((1S,3S)-3-butyl-2,2-dimethylcyclopropyl)-3-methylcyclopent-2-en-1-one C(CCC)[C@@H]1C([C@H]1C=1C(CCC1C)=O)(C)C |o1:4,6|